S(=O)(=O)(O)C(C(=O)OCC(CCCC)CC)CC(=O)OCC(CCCC)CC.[K] potassium di(2-ethylhexyl) sulfosuccinate